C(CCC)OC(C(C1=CC=C(C=C1)O)C1=CC=C(C=C1)O)=O 4-hydroxy-α-(4-hydroxyphenyl)phenylacetic acid butyl ester